3-[(3r,4r)-4-methyl-3-[methyl-(7H-pyrrolo[2,3-d]pyrimidin-4-yl)amino]piperidin-1-yl]-3-oxopropanenitrile C[C@H]1[C@H](CN(CC1)C(CC#N)=O)N(C=1C2=C(N=CN1)NC=C2)C